COC1=CC=C(C=C1)C=1C2=CC=CC=C2C(=C2C=CC(=CC12)Cl)C1=CC=C(C=C1)OC 9,10-bis(4-methoxyphenyl)-2-chloro-anthracene